2-(2-(2,3,5,6-tetrakis(9H-pyrido[3,4-b]indol-9-yl)pyridin-4-yl)phenyl)benzo[d]thiazole C1=NC=CC2=C1N(C1=CC=CC=C21)C2=NC(=C(C(=C2N2C1=C(C3=CC=CC=C23)C=CN=C1)C1=C(C=CC=C1)C=1SC2=C(N1)C=CC=C2)N2C1=C(C3=CC=CC=C23)C=CN=C1)N1C2=C(C3=CC=CC=C13)C=CN=C2